CC1(OB(OC1(C)C)C1=C(C=CC=C1)C1=C(N=NC=C1)C1=CC=C(C(=O)OC)C=C1)C Methyl (E)-4-((2-(4,4,5,5-tetramethyl-1,3,2-dioxaborolan-2-yl)phenyl)diazinyl)benzoate